2-{3-[(3s,5r)-3-cyclopropyl-5-methylpiperazin-1-yl]-1,2,4-triazin-6-yl}-5-(1,2,4-thiadiazol-5-yl)phenol C1(CC1)[C@H]1CN(C[C@H](N1)C)C=1N=NC(=CN1)C1=C(C=C(C=C1)C1=NC=NS1)O